N[C@@H](C(=C)C)C1=CC=2N(N=C1)C=C(N2)[C@H](C2CCC(CC2)(F)F)NC(OC(C)(C)C)=O |o1:1| tert-butyl ((S)-(7-((S*)-1-amino-2-methylallyl)imidazo[1,2-b]pyridazin-2-yl)(4,4-difluorocyclohexyl)methyl)carbamate